FC1=CC=C(C=C1)NC(=O)C1(CC1)C(=O)NC1=CC=C(C=C1)OC1=CC=NC2=CC(=CC=C12)C=1C=NC(=CC1)C 1-N'-(4-fluorophenyl)-1-N-[4-[7-(6-methylpyridin-3-yl)quinolin-4-yl]oxyphenyl]cyclopropane-1,1-dicarboxamide